(S)-5-(2-((3-Oxo-3-(4-(pyridin-2-yl)piperazin-1-yl)propoxy)methyl)pyrrolidin-1-yl)-4-(trifluoromethyl)pyridazin-3(2H)-one O=C(CCOC[C@H]1N(CCC1)C1=C(C(NN=C1)=O)C(F)(F)F)N1CCN(CC1)C1=NC=CC=C1